FC1=CC(=C2CN(C(C2=C1)=O)C1C(NC(CC1)=O)=O)C1CCN(CC1)CCCCCC#C 3-(6-fluoro-4-(1-(hept-6-yn-1-yl)piperidin-4-yl)-1-oxoisoindolin-2-yl)piperidine-2,6-dione